2-(3-fluoro-5-isopropyl-2-methoxyphenyl)-2-((R)-3-(methyl(6-((S)-1,2,3,4-tetrahydro-1,8-naphthyridin-2-yl)hexyl)amino)pyrrolidin-1-yl)acetic acid FC=1C(=C(C=C(C1)C(C)C)C(C(=O)O)N1C[C@@H](CC1)N(CCCCCC[C@@H]1NC2=NC=CC=C2CC1)C)OC